3-bromo-5-methyl-2-phenyl-6-(quinolin-6-yl)pyrazolo[1,5-a]Pyrimidin-7(4H)-one BrC=1C(=NN2C1NC(=C(C2=O)C=2C=C1C=CC=NC1=CC2)C)C2=CC=CC=C2